C(C)(C)(C)OC(=O)N1CCC2=C(CC1)C=C1C(=C2)NC=N1 5,6,8,9-tetrahydroimidazo[4',5':4,5]benzo[1,2-d]azepin-7(1H)-carboxylic acid tert-butyl ester